FC=1C2=C(C(=NC1C)C)CC(C2)C=O 4-fluoro-1,3-dimethyl-6,7-dihydro-5H-cyclopenta[c]pyridine-6-carbaldehyde